(1R,2S,5R)-2-carbamoyl-7-oxo-1,6-diazabicyclo[3.2.1]octan-6-yl sulfate S(=O)(=O)(ON1[C@@H]2CC[C@H](N(C1=O)C2)C(N)=O)[O-]